4,8-bis-(2-ethylhexyloxy)-benzo[1,2-b:4,5-b']dithiophene C(C)C(COC1=C2C(SC=C2)=C(C2=C1SC=C2)OCC(CCCC)CC)CCCC